{9-[(2-cyanophenyl)methyl]-5-carbamoylcarbazole-4-yl}oxoacetic acid C(#N)C1=C(C=CC=C1)CN1C2=CC=CC(=C2C=2C(=CC=CC12)C(C(=O)O)=O)C(N)=O